1-((2-(2'-chloro-2-methyl-3'-(1,5,6-trimethyl-4,5,6,7-tetrahydro-1H-imidazo[4,5-c]pyridine-2-carboxamido)biphenyl-3-yl)-7-cyanobenzo[d]oxazol-5-yl)methyl)piperidine-4-carboxylic acid ClC1=C(C=CC=C1NC(=O)C=1N(C2=C(CN(C(C2)C)C)N1)C)C1=C(C(=CC=C1)C=1OC2=C(N1)C=C(C=C2C#N)CN2CCC(CC2)C(=O)O)C